(2r,4r)-1-[(3-chloro-2-fluoro-phenyl)methyl]-4-[[3-fluoro-6-[(5-methyl-1h-pyrazol-3-yl)amino]-2-pyridinyl]methyl]-2-methyl-piperidine-4-carboxylic acid ClC=1C(=C(C=CC1)CN1[C@@H](C[C@@](CC1)(C(=O)O)CC1=NC(=CC=C1F)NC1=NNC(=C1)C)C)F